7-Hydrazinyl-1,3-dimethyl-1H-indazole N(N)C=1C=CC=C2C(=NN(C12)C)C